FC=1C=C(C(=C(C(=O)OC)C1)OC)/C(/NO)=N/[H] methyl (Z)-5-fluoro-3-(N-hydroxycarbamimidoyl)-2-methoxybenzoate